5-bromo-N-[3-(3-methoxypropoxy)-1-[(1r,4r)-4-[(2R,6S)-2,6-dimethylmorpholin-4-yl]cyclohexyl]-1H-pyrazol-4-yl]pyrimidin-2-amine BrC=1C=NC(=NC1)NC=1C(=NN(C1)C1CCC(CC1)N1C[C@H](O[C@H](C1)C)C)OCCCOC